2-Chloro-1,3-dimethyl-1H-benzo(d)imidazole-3-ium ClC1=[N+](C2=C(N1C)C=CC=C2)C